sorbyl-piperidine tert-butyl-3-bromopyrrolidine-1-carboxylate C(C)(C)(C)OC(=O)N1CC(CC1)Br.C(\C=C\C=C\C)N1CCCCC1